ClC1=CC2=C(N(C(C(=C2O)C#N)=O)C)S1 2-chloro-4-hydroxy-7-methyl-6-oxo-thieno[2,3-b]pyridine-5-carbonitrile